(4,6-dichloro-2-methyl-5-(trimethylsilyl)pyridin-3-yl)methanol ClC1=C(C(=NC(=C1[Si](C)(C)C)Cl)C)CO